ClC1=NC=C(C=N1)NC1=NC=CC2=CC(=CC=C12)OCC1(C(C1)(C)C)C#N 1-(((1-((2-chloropyrimidin-5-yl)amino)isoquinolin-6-yl)oxy)methyl)-2,2-dimethylcyclopropane-1-carbonitrile